5-(4-(3-(5-oxo-5,6-dihydro-1,6-naphthyridin-7-yl)propyl)piperazin-1-yl)pyridinecarbonitrile O=C1C=2C=CC=NC2C=C(N1)CCCN1CCN(CC1)C=1C=CC(=NC1)C#N